COC12CC(C1)(C2)C2=NC=1C(=NC=CC1C1CCN(CC1)C(=O)C1=CC=C(C=C1)OC(F)(F)F)N2 [4-[2-(3-methoxy-1-bicyclo[1.1.1]pentanyl)-3H-imidazo[4,5-b]pyridin-7-yl]-1-piperidyl]-[4-(trifluoromethoxy)phenyl]methanone